benzyl (4-((methoxycarbonyl) oxy) phenyl) methylsulfite trifluoromethanesulfonate FC(S(=O)(=O)O)(F)F.CS(=O)(OCC1=CC=CC=C1)OC1=CC=C(C=C1)OC(=O)OC